C(CCCCCCC\C=C/CCCCCCCC)(=O)O.C(CCCCCCC\C=C/CCCCCCCC)(=O)O.IC iodomethane dioleate